ClC1=C(C=CC(=C1)C(F)(F)F)NC(CN1C=2N(C(C(=C1CC)N1CCN[C@@H](CC1)C)=O)N=C(N2)C=2CCOCC2)=O N-[2-chloro-4-(trifluoromethyl)phenyl]-2-[2-(3,6-dihydro-2H-pyran-4-yl)-5-ethyl-6-[(5R)-5-methyl-1,4-diazepan-1-yl]-7-oxo-[1,2,4]triazolo[1,5-a]pyrimidin-4-yl]acetamide